C1(CC1)N1N=C(C(=C1)C(=O)NC1=NC(=CC=C1)C1=CN=C2N1[C@H](CC2)C)OC (S)-1-cyclopropyl-3-methoxy-N-(6-(5-methyl-6,7-dihydro-5H-pyrrolo[1,2-a]imidazol-3-yl)pyridin-2-yl)-1H-pyrazole-4-carboxamide